N1=CC=C(C=C1)C1=NC(=NN1)C1=CC(=NC=C1)C#N 4-(5-pyridin-4-yl-1H-[1,2,4]triazol-3-yl)pyridine-2-carbonitrile